N1C(=NC2=C1C=CC=C2)NC(=O)NC2=CC=CC=C2 1-(1H-benzo[d]imidazol-2-yl)-3-phenylurea